3-[6-[(1-[[4-(6-cyclopropyl-2-methyl-1-oxo-2,7-naphthyridin-4-yl)-2,6-dimethoxyphenyl]methyl]azetidin-3-yl)oxy]-1-oxo-3H-isoindol-2-yl]piperidine-2,6-dione C1(CC1)C=1C=C2C(=CN(C(C2=CN1)=O)C)C1=CC(=C(C(=C1)OC)CN1CC(C1)OC1=CC=C2CN(C(C2=C1)=O)C1C(NC(CC1)=O)=O)OC